(R)-2-amino-2-(4-(1-(difluoromethyl)-1H-pyrazol-4-yl)phenyl)-4-methylpentanoic acid isopropyl ester C(C)(C)OC([C@@](CC(C)C)(C1=CC=C(C=C1)C=1C=NN(C1)C(F)F)N)=O